FC1=C(C(=CC=C1)C)N1CCC(CC1)N1C(N(C=2C(C1)=CN(N2)CCN(C)CCOC)CC2=C(C=CC=C2)C(F)(F)F)=O 5-[1-(2-Fluoro-6-methyl-phenyl)-piperidin-4-yl]-2-{2-[(2-methoxy-ethyl)-methyl-amino]-ethyl}-7-(2-trifluoromethyl-benzyl)-2,4,5,7-tetrahydro-pyrazolo[3,4-d]pyrimidin-6-one